N,N-diethylhydroxylamin C(C)N(O)CC